Cl.Cl.C[C@](C(=O)O)(CCCCCCCC1=NC=2NCCCC2C=C1)N.C(C)(C)(C)OC(=O)N1[C@@](CCC1=O)(C(=O)O)C 2-methyl-(S)-5-oxopyrrolidine-1,2-dicarboxylic acid 1-(tert-butyl) ester 2-methyl-(R)-2-amino-9-(5,6,7,8-tetrahydro-1,8-naphthyridin-2-yl)nonanoate dihydrochloride